(dimethylamino)-N-(2-methoxyethyl)but-2-enamide CN(C)C(C(=O)NCCOC)=CC